N=1N=CN2C1C(=CC=C2)CC(=O)N[C@@H](C)C2=CC=C(C=C2)OC(F)(F)F 2-{[1,2,4]triazolo[4,3-a]pyridin-8-yl}-N-[(1S)-1-[4-(trifluoromethoxy)phenyl]ethyl]acetamide